C(C1=CC=CC=C1)[C@H](NC(OC(C(F)(F)C1=CC(=CC=C1)Cl)C1=CC=CC=C1)=O)C(N[C@H](C(C(NCC)=O)OC(C)=O)C[C@H]1C(NCC1)=O)=O acetic acid (6S,9S)-6-benzyl-1-(3-chlorophenyl)-1,1-difluoro-4,7,11-trioxo-9-(((S)-2-oxopyrrolidin-3-yl) methyl)-2-phenyl-3-oxa-5,8,12-triazatetradecan-10-yl ester